4-(6-((6-acetyl-8-cyclopentyl-5-methyl-7-oxo-7,8-dihydropyrido[2,3-d]pyrimidin-2-yl)amino)pyridin-3-yl)-N-(2-(2,6-dioxopiperidin-3-yl)-1,3-dioxoisoindolin-4-yl)piperazine-1-carboxamide C(C)(=O)C1=C(C2=C(N=C(N=C2)NC2=CC=C(C=N2)N2CCN(CC2)C(=O)NC2=C3C(N(C(C3=CC=C2)=O)C2C(NC(CC2)=O)=O)=O)N(C1=O)C1CCCC1)C